Cl.Cl.C(N)(=N)C1=CC=C(OCC2=C(C(=CC=C2)COC2=CC=C(C=C2)C(N)=N)F)C=C1 1,3-bis{(4-amidino)-phenoxymethyl}-2-fluorobenzene dihydrochloride